1-(4-methoxy-benzyl)pseudouridine triphosphate P(O)(=O)(OP(=O)(O)OP(=O)(O)O)OC[C@@H]1[C@H]([C@H]([C@@H](O1)C1=CN(C(=O)NC1=O)CC1=CC=C(C=C1)OC)O)O